5-chloro-2-(difluoromethyl)-N-((1r,4r)-4-((1-(3-fluoro-phenyl)-2-oxo-1H-imidazo[4,5-b]pyridin-3(2H)-yl)methyl)cyclohexyl)nicotinamide ClC=1C=NC(=C(C(=O)NC2CCC(CC2)CN2C(N(C=3C2=NC=CC3)C3=CC(=CC=C3)F)=O)C1)C(F)F